N1C=CC=2C1=NC(=CC2)CN2C=NC1=CC=C(C(=C1C2=O)Cl)SC2=NC=C(N=C2)N2CCC1([C@@H]([C@@H](OC1)C)N)CC2 3-((1H-pyrrolo[2,3-b]pyridin-6-yl)methyl)-6-((5-((3S,4S)-4-amino-3-methyl-2-Oxa-8-azaspiro[4.5]decan-8-yl)pyrazin-2-yl)thio)-5-chloroquinazolin-4(3H)-one